[Cl-].C(C=C)C1=NC=CN1CCCCC allyl-3-amyl-imidazole chloride